methyl 4-amino-3-fluoro-5,6,7,8-tetrahydronaphthalene-1-carboxylate NC1=C(C=C(C=2CCCCC12)C(=O)OC)F